ClC1=CC=C(C(=O)N2C[C@@H](CC2)C=2N(C(C(=C(N2)C(=O)NC=2C=NOC2)O)=O)C)C=C1 (R)-2-(1-(4-chlorobenzoyl)pyrrolidin-3-yl)-5-hydroxy-N-(isoxazol-4-yl)-1-methyl-6-oxo-1,6-dihydropyrimidine-4-carboxamide